(S)-N-cyano-N'-((5-(2-methoxypyridin-4-yl)-2,3-dihydro-1H-inden-4-yl)carbamoyl)-6,6-dimethyl-6,7-dihydro-5H-pyrazolo[5,1-b][1,3]oxazine-3-sulfonimidamide C(#N)N[S@@](=O)(=NC(NC1=C2CCCC2=CC=C1C1=CC(=NC=C1)OC)=O)C=1C=NN2C1OCC(C2)(C)C